4-((3-(3,4-dihydroxyphenethyl)-2,4-dioxo-3,4-dihydroquinazolin-1(2H)-yl)methyl)-N-hydroxybenzamide OC=1C=C(CCN2C(N(C3=CC=CC=C3C2=O)CC2=CC=C(C(=O)NO)C=C2)=O)C=CC1O